COC(CCC1=NC2=C(N1C)C=CC(=C2)C(=O)OC)=O methyl 2-(3-methoxy-3-oxopropyl)-1-methyl-1H-benzo[d]imidazole-5-carboxylate